(S)-4-(5-chloro-2-((1-cyclopropyl-1H-pyrazol-4-yl)amino)pyrimidin-4-yl)-N-(1-cyanoethyl)-2-fluorobenzamide ClC=1C(=NC(=NC1)NC=1C=NN(C1)C1CC1)C1=CC(=C(C(=O)N[C@@H](C)C#N)C=C1)F